L-β-Alanine NCCC(=O)O